O=C1NC=C(C(N1)=O)C1=CC(=C(N=N1)C)N1CC(CC1)OC1=CC=C(C=N1)C#N 6-[1-[6-(2,4-Dioxo-1H-pyrimidin-5-yl)-3-methyl-pyridazin-4-yl]pyrrolidin-3-yl]oxypyridine-3-carbonitrile